2,6-dimethylheptanoyl-carnitine CC(C(=O)C(O)(C[N+](C)(C)C)CC([O-])=O)CCCC(C)C